2-methylallylphenyl phosphinate [PH2](OC1=C(C=CC=C1)CC(=C)C)=O